N-propyl-4-benzyloxy-aniline C(CC)NC1=CC=C(C=C1)OCC1=CC=CC=C1